FC=1C=C2C(C(=CN(C2=NC1N1CC(C1)C(NC1=NC=NN1C)=O)C=1SC=CN1)C(=O)O)=O 6-fluoro-7-{3-[(1-methyl-1H-1,2,4-triazol-5-yl)carbamoyl]azetidin-1-yl}-4-oxo-1-(1,3-thiazol-2-yl)-1,4-dihydro-1,8-naphthyridine-3-carboxylic acid